Isopropyl ((S)-(2,4-di-tert-butyl-5-(4-oxo-1,4-dihydroquinoline-3-carboxamido) phenoxy)(ethoxy)phosphoryl)-L-alaninate C(C)(C)(C)C1=C(O[P@@](=O)(OCC)N[C@@H](C)C(=O)OC(C)C)C=C(C(=C1)C(C)(C)C)NC(=O)C1=CNC2=CC=CC=C2C1=O